FC(CN1C2CC(C1)(C2)C2CC21NCCC(C1)C(=O)N)(C)C (2-(2-fluoro-2-methylpropyl)-2-azabicyclo[2.1.1]hexan-4-yl)-4-azaspiro[2.5]octane-7-carboxamide